C(C)(C)(C)OC(=O)NCCCN(CCCCCCCC(=O)OC(CCCCCCCC)CCCCCCC)CCCCCC(OCCCCCCCCCCC)=O 1-heptylnonyl 8-[3-(tert-butoxycarbonylamino)propyl-(6-oxo-6-undecoxy-hexyl) amino]octanoate